[1,4]thiazole S1C=CN=C1